COC(=O)C1=CC2=CC(=CC=C2C=C1N)Br 3-amino-7-bromo-2-naphthoic acid methyl ester